(4-ethoxyphenyl)-[4-(2-phenyl-ethyl)-1,4-diazepan-1-yl]methanone C(C)OC1=CC=C(C=C1)C(=O)N1CCN(CCC1)CCC1=CC=CC=C1